17,18-dihydroxy-eicosatetraenoic acid CCC(C(CCCCCCCC=CC=CC=CC=CC(=O)O)O)O